(2,6-dichloro-4-fluorophenyl)-4-methoxy-2-((3-methyl-4-(1-methylpiperidin-4-yl)phenyl)amino)pyrimidine-5-carboxamide ClC1=C(C(=CC(=C1)F)Cl)C1=C(C(=NC(=N1)NC1=CC(=C(C=C1)C1CCN(CC1)C)C)OC)C(=O)N